Cl.Cl.N(=NC(C(=N)NC1=CC=C(C=C1)Cl)(C)C)C(C(=N)NC1=CC=C(C=C1)Cl)(C)C 2,2'-azobis[N-(4-chlorophenyl)-2-methylpropionamidine] Dihydrochloride